(R)-2-amino-2-(1-(2-(2',4-dichloro-[1,1'-biphenyl]-2-yl)ethyl)piperidin-4-yl)-1-(4-(2-ethoxy-6-fluorobenzyl)piperazin-1-yl)ethan-1-one iso-Amylnitrit C(CC(C)C)ON=O.N[C@@H](C(=O)N1CCN(CC1)CC1=C(C=CC=C1F)OCC)C1CCN(CC1)CCC1=C(C=CC(=C1)Cl)C1=C(C=CC=C1)Cl